ferric chloride Iron [Fe].[Fe](Cl)(Cl)Cl